thieno[3,2-b]pyridine-3-carboxamide hydrate O.S1C=C(C2=NC=CC=C21)C(=O)N